N-(1-methyl-5-(4-morpholino-3-oxo-2-(1,1,1-trifluoropropan-2-yl)-2,3-dihydro-1H-pyrrolo[3,4-c]pyridin-6-yl)thiazol-2-yl)acetamide CS1C(=NC=C1C1=CC2=C(C(=N1)N1CCOCC1)C(N(C2)C(C(F)(F)F)C)=O)NC(C)=O